C(=O)(OC(C)(C)C)N1C(=CC=C1C(OCC)OCC)B(O)O N-BOC-5-(DIETHOXYMETHYL)PYRROLE-2-BORONIC ACID